C(C)(C)(C)N(C(O)=O)CCCN1N=C2C(=NC=3C=C(C=CC3C2=C1)Br)N.C1(=CC=CC=C1)[Si]1(O[Si](O[Si](O[Si](O[Si](O1)(C1=CC=CC=C1)C1=CC=CC=C1)(C1=CC=CC=C1)C1=CC=CC=C1)(C1=CC=CC=C1)C1=CC=CC=C1)(C1=CC=CC=C1)C1=CC=CC=C1)C1=CC=CC=C1 decaphenyl-cyclopentasiloxane tert-butyl-(3-(4-amino-7-bromo-2H-pyrazolo[3,4-c]quinolin-2-yl)propyl)carbamate